cis-1,3,4-trifluoro-2,3-bis(trifluoromethyl)cyclobut-1-ene FC1=C([C@]([C@@H]1F)(C(F)(F)F)F)C(F)(F)F